Diisodecyl Ether C(CCCCCCC(C)C)OCCCCCCCC(C)C